N-(4-(1-((2,5,8,11-tetraoxatridecan-13-yl)sulfonyl)piperidin-4-yl)phenyl)-5-fluoroisoindoline-2-carboxamide COCCOCCOCCOCCS(=O)(=O)N1CCC(CC1)C1=CC=C(C=C1)NC(=O)N1CC2=CC=C(C=C2C1)F